BrC1=NN2C(N=C(C=C2)C)=C1C(=O)OCC Ethyl 2-bromo-5-methylpyrazolo[1,5-a]pyrimidine-3-carboxylate